3,4-dibromobenzene BrC=1C=CC=CC1Br